BrC=1C=C(C=CC1)[I+]C1=C(C=C(C=C1C)C)C (3-bromophenyl)(2,4,6-trimethylphenyl)iodonium